Styryl acetate C(C)(=O)OC=CC1=CC=CC=C1